CC=1NC(C2=C(N1)CCN(C2)C(=O)OC(C)(C)C)=O 1,1-di(methyl)ethyl 2-methyl-4-oxidanylidene-3,5,7,8-tetrahydropyrido[4,3-d]pyrimidine-6-carboxylate